(3-nitropyridin-2-yl)ethane-1,2-diamine [N+](=O)([O-])C=1C(=NC=CC1)C(CN)N